C(C)OC=1N(N=C2N=CC(=CC21)C(=O)NC2=NC=C(C=C2)N2CCNCC2)C ethoxy-2-methyl-N-(5-(piperazin-1-yl)pyridin-2-yl)-2H-pyrazolo[3,4-b]pyridine-5-carboxamide